OCCNC=1N=CC2=C(N1)N=C(C(=C2)C=2C=C(C=CC2C)NC(C2=CC(=NC=C2)C(F)(F)F)=O)C N-(3-(2-((2-hydroxyethyl)amino)-7-methylpyrido[2,3-d]pyrimidin-6-yl)-4-methylphenyl)-2-(trifluoromethyl)isonicotinamide